BrC1=NN=C(S1)N1CCC(CC1)NC(OC(C)(C)C)=O tert-butyl (1-(5-bromo-1,3,4-thiadiazol-2-yl)piperidin-4-yl)carbamate